3-((4-chlorophenyl)(4-hydroxyphenyl)methyl)quinazolin methyl-(S)-4-amino-3-((4,4-dimethyltetrahydrofuran-3-yl)amino)benzoate COC(C1=CC(=C(C=C1)N)N[C@@H]1COCC1(C)C)=O.ClC1=CC=C(C=C1)C(N1CN=C2C=CC=CC2=C1)C1=CC=C(C=C1)O